CC1(N(CCC1)CCNC(=O)C=1C=C(C(=NC1)C)NC(=O)C=1C=NN2C1SC(=C2)C2=CC=NC=C2)C N-(5-((2-(2,2-dimethylpyrrolidin-1-yl)ethyl)carbamoyl)-2-methylpyridin-3-yl)-2-(pyridin-4-yl)pyrazolo[5,1-b]thiazole-7-carboxamide